OCCCOC(C=1C(O)=CC=CC1)=O salicylic acid hydroxypropyl ester